(R/S)-2-chloro-4-((tetrahydro-2H-pyran-4-yl)amino)-6,7-dihydrothieno[3,2-d]pyrimidine 5-oxide ClC=1N=C(C2=C(N1)CC[S@]2=O)NC2CCOCC2 |r|